C1(CC1)NC(=O)OCCCN1C2=CC=CC=3C=C(N(CC1)C32)C3=NC2=C(N3C)C(=CC(=C2)C(=O)OC)OC Methyl 2-[9-[3-(cyclopropylcarbamoyloxy)propyl]-1,9-diazatricyclo[6.3.1.04,12]dodeca-2,4(12),5,7-tetraen-2-yl]-7-methoxy-1-methyl-benzimidazole-5-carboxylate